(S)-1-(4-(2-(3-bromo-4-((S)-3-chloro-2-hydroxypropoxy)phenyl)propan-2-yl)phenoxy)-3-(4-(hydroxymethyl)-1H-1,2,3-triazol-1-yl)propan-2-ol BrC=1C=C(C=CC1OC[C@@H](CCl)O)C(C)(C)C1=CC=C(OC[C@H](CN2N=NC(=C2)CO)O)C=C1